C/C(/C(=O)OCC)=C/C(=O)OCC diethyl (Z)-2-methylbut-2-enedioate